OC=1C=C(C2=CC=CC=C2C1)C1=CC=C2C(=NC(=NC2=C1)OC[C@H]1N(CCC1)C)N1[C@H]2CN(C[C@@H]1CC2)C(CCC2NCCNC2)=O 1-((1R,5S)-8-(7-(3-hydroxynaphthalen-1-yl)-2-(((S)-1-methylpyrrolidin-2-yl)methoxy)quinazolin-4-yl)-3,8-diazabicyclo[3.2.1]octan-3-yl)-3-(piperazin-2-yl)propan-1-one